4-(6-(4-methyl-3,4-dihydro-2H-benzo[b][1,4]oxazin-7-yl)-3-((1-methylpyrrolidin-3-yl)methyl)-3H-imidazo[4,5-c]pyridin-7-yl)benzonitrile CN1C2=C(OCC1)C=C(C=C2)C2=C(C1=C(C=N2)N(C=N1)CC1CN(CC1)C)C1=CC=C(C#N)C=C1